N1(CCNCC1)C1=CC=C(C=C1)N1CC=CC2=CC=CC=C12 N-(4-(piperazin-1-yl)phenyl)quinolin